C(C)(C)C1=C2C=C(N=CC2=C(C=C1)N1CC(C1)S(=O)C)N 5-isopropyl-8-(3-(methylsulfinyl)azetidin-1-yl)isoquinolin-3-amine